C(=C\C1=CC=CC=C1)/C=1C=C(C=CC1)OB(O)O (E)-(3-styrylphenyl)boric acid